CC=1N=C2N(C=C(C=C2C(C(F)(F)F)O)C(=O)O)C1 2-methyl-8-(2,2,2-trifluoro-1-hydroxyethyl)imidazo[1,2-a]pyridine-6-carboxylic acid